F[B-](F)(F)F.C(CCCCC)N1C(=[NH+]C=C1)C 1-hexyl-methylimidazolium tetrafluoroborate